N-(4-(Acetamidomethyl)-2,6-dimethylphenyl)-4-(2,5-dichlorophenyl)pyrimidine-2-carboxamide C(C)(=O)NCC1=CC(=C(C(=C1)C)NC(=O)C1=NC=CC(=N1)C1=C(C=CC(=C1)Cl)Cl)C